2-(6-((5-methyl-2-((4-(4-methylpiperazin-1-yl)phenyl)amino)thieno[2,3-d]pyrimidin-4-yl)amino)pyridin-2-yl)propan-2-ol CC1=CSC=2N=C(N=C(C21)NC2=CC=CC(=N2)C(C)(C)O)NC2=CC=C(C=C2)N2CCN(CC2)C